FC1=C(C=CC(=C1)S(=O)(=O)C)CO (2-Fluoro-4-(methylsulfonyl)phenyl)methanol